C(C)N1CCC=2C1=CC=1OC3=CC=4C(=CC3=NC1C2)CC[N+]4CCCC(=O)[O-] 4-(1-ethyl-2,3,7,8-tetrahydro-1H-dipyrrolo[3,2-b:2',3'-i]phenoxazin-9-ium-9-yl)butanoate